2,2,2-trifluoroethyl 6-((2-formylphenoxy)methyl)nicotinate C(=O)C1=C(OCC2=NC=C(C(=O)OCC(F)(F)F)C=C2)C=CC=C1